2-methyl-2,4-dihydrochromeno[3,4-c]pyrazol CN1N=C2C(=C1)C=1C=CC=CC1OC2